6-(4-methylpiperazine-1-yl)pyridin-3-amine CN1CCN(CC1)C1=CC=C(C=N1)N